ClC=1C=C(OCCOCCOCCOCCOC=2C=C3C(N(C(C3=CC2)=O)C2C(NC(CC2)=O)=O)=O)C=CC1C=1OC2=CC(=C(C=C2C(C1)=O)I)OCC 5-(2-(2-(2-(2-(3-chloro-4-(7-ethoxy-6-iodo-4-oxo-4H-chromen-2-yl)phenoxy)ethoxy)ethoxy)ethoxy)ethoxy)-2-(2,6-dioxopiperidin-3-yl)isoindoline-1,3-dione